C(C)(C)(C)NS(=O)(=O)C=1C=C(C=CC1)NC(C1=C(N=C(C=C1)N[C@H]1C[C@H](CC1)O)N1CCC2(CC2)CC1)=O N-(3-(N-(tert-butyl)sulfamoyl)phenyl)-6-(((1R,3S)-3-hydroxycyclopentyl)amino)-2-(6-azaspiro[2.5]octan-6-yl)nicotinamide